ethyl-3-(6,7-dichloro-1H-indol-2-yl)prop-2-enoate C(C)OC(C=CC=1NC2=C(C(=CC=C2C1)Cl)Cl)=O